2-(5,7-Difluoro-3,3-dimethyl-2-oxo-benzofuran-6-yl)acetic acid FC=1C(=C(C2=C(C(C(O2)=O)(C)C)C1)F)CC(=O)O